N(=[N+]=[N-])C(=O)OC azido(methoxy)methanone